FC1=CC(=C(C=C1)C1CCC2(CN(C2)C(=O)C2CC(C2)(C)O)CC1)C (7-(4-fluoro-2-methylphenyl)-2-azaspiro[3.5]non-2-yl)((1s,3s)-3-hydroxy-3-methylcyclobutyl)methanone